(S)-N-(1-(5-(2-cyclopropylpyridin-4-yl)-1,2,4-oxadiazol-3-yl)ethyl)benzamide C1(CC1)C1=NC=CC(=C1)C1=NC(=NO1)[C@H](C)NC(C1=CC=CC=C1)=O